2-(4-(methoxycarbonyl)phenyl)piperazin-1-yl (methyl)-7-methyl-1H-indole-1-carboxylate CC=1N(C2=C(C=CC=C2C1)C)C(=O)ON1C(CNCC1)C1=CC=C(C=C1)C(=O)OC